tert-Butyl 8-[6-[2-(tert-butoxycarbonylamino)-5-fluoro-benzofuran-4-yl]-5-fluoro-7,9-dihydrofuro[3,4-f]quinazolin-1-yl]-3,8-diazabicyclo[3.2.1]octane-3-carboxylate C(C)(C)(C)OC(=O)NC=1OC2=C(C1)C(=C(C=C2)F)C=2C1=C(C=3C(=NC=NC3C2F)N2C3CN(CC2CC3)C(=O)OC(C)(C)C)COC1